ClC=1C=C(C=C(C1)Cl)C1=CC(=CC=2C=C(OC21)CNC(OC(C)(C)C)=O)C2=CC=C(C=C2)C(=O)N2CCC(CC2)(F)F tert-butyl (7-(3,5-dichlorophenyl)-5-(4-(4,4-difluoropiperidine-1-carbonyl)phenyl)benzofuran-2-yl)methylcarbamate